t-2-methoxy-4-[rac-(3aR,7aR)-1-methyl-3,4,5,6,7,7a-hexahydro-2H-indol-3a-yl]phenol COC1=C(C=CC(=C1)[C@]12CCN([C@@H]2CCCC1)C)O |r|